5-(4-(1,3-dioxolan-2-yl)piperidin-1-yl)-2-nitropyridine O1C(OCC1)C1CCN(CC1)C=1C=CC(=NC1)[N+](=O)[O-]